2',6-difluoro-[1,1'-biphenyl]-3-amine FC1=C(C=CC=C1)C1=CC(=CC=C1F)N